2-(octyloxy)ethan-1-ol C(CCCCCCC)OCCO